C(=O)C1(CC1)NC(OC(C)(C)C)=O tert-butyl N-(1-formylcyclopropyl)carbamate